C(C)OC(C(C(C)=O)CC1=CC=C(C=C1)Cl)=O (Z)-2-(4-chlorobenzyl)-3-oxobutanoic acid ethyl ester